(E)-3-(2-(6,7-dihydroquinolin-8(5H)-ylidene)hydrazino)-6-methoxy-5H-[1,2,4]triazino[5,6-b]indole N1=CC=CC=2CCC/C(/C12)=N\NC=1N=NC2=C(NC=3C(=CC=CC23)OC)N1